Tert-butyl (1R,5S,6s)-6-(3-(4-(trifluoromethoxy)phenyl)ureido)-3-azabicyclo[3.1.0]hexane-3-carboxylate FC(OC1=CC=C(C=C1)NC(NC1[C@@H]2CN(C[C@H]12)C(=O)OC(C)(C)C)=O)(F)F